CC1(O[C@]2([C@@H](O1)[C@@H](O[C@@H]2[C@H](O)C2=CC(=C(C=C2)Cl)C)N2C=CC1=C2N=CN=C1C)C)C (R)-[(3aR,4R,6R,6aR)-2,2,3a-trimethyl-6-(4-methylpyrrolo[2,3-d]pyrimidin-7-yl)-6,6a-dihydro-4H-furo[3,4-d][1,3]dioxol-4-yl]-(4-chloro-3-methyl-phenyl)methanol